(1R,3S)-3-amino-1-cyclopentanol N[C@@H]1C[C@@H](CC1)O